9-(4-(4-cyclopropyl-1H-1,2,3-triazol-1-yl)benzyl)-2-(2-isopropylphenyl)-7,9-dihydro-8H-purin-8-one C1(CC1)C=1N=NN(C1)C1=CC=C(CN2C3=NC(=NC=C3NC2=O)C2=C(C=CC=C2)C(C)C)C=C1